C1(CCC1)N1CCC2=C(CC1)C1=C(S2)C=CC=C1OC(F)(F)F 3-cyclobutyl-10-(trifluoromethoxy)-2,3,4,5-tetrahydro-1H-benzo[4,5]thieno[2,3-d]azepine